2-fluoro-N-[2-fluoro-4-(4,4,5,5-tetramethyl-1,3,2-dioxaborolan-2-yl)phenyl]benzenesulfonamide FC1=C(C=CC=C1)S(=O)(=O)NC1=C(C=C(C=C1)B1OC(C(O1)(C)C)(C)C)F